tert-butyl (2-(8-bromo-7,9-difluoro-2-oxo-2,3-dihydro-1H-imidazo[4,5-c]quinolin-1-yl)ethyl)carbamate BrC1=C(C=2C3=C(C=NC2C=C1F)NC(N3CCNC(OC(C)(C)C)=O)=O)F